C1(=CC=C(C=C1)N(C=1C=C(C=C(C1)N(C1=CC=CC=C1)C1=CC=CC2=C1OC1=C2C=CC=C1)C1=CC=CC=C1)C1=CC=CC=C1)C1=CC=CC=C1 N3-([1,1'-biphenyl]-4-yl)-N5-(dibenzo[b,d]furan-4-yl)-N3,N5-diphenyl-[1,1'-biphenyl]-3,5-diamine